N(=[N+]=[N-])C1=NC(=CC=C1)OC 2-azido-6-methoxypyridine